BrC1=CC=C(C=C1)N1N=C2N=CN=C(C2=C1)N1CC(NCC1)C(=O)NCC1=CC=C(C=C1)SC 4-(2-(4-bromophenyl)-2H-pyrazolo[3,4-d]pyrimidin-4-yl)-N-(4-(methylthio)benzyl)piperazine-2-carboxamide